BrC=1C=C2C(=NC1)OC(CO2)C 7-bromo-3-methyl-2,3-dihydro-[1,4]dioxino[2,3-b]pyridine